2-[5-[1-(2-Fluoro-6-methyl-phenyl)-piperidin-4-yl]-6-oxo-7-(2-trifluoromethylbenzyl)-4,5,6,7-tetrahydro-pyrazolo[3,4-d]pyrimidin-2-yl]-propionitrile FC1=C(C(=CC=C1)C)N1CCC(CC1)N1C(N(C=2C(C1)=CN(N2)C(C#N)C)CC2=C(C=CC=C2)C(F)(F)F)=O